3,3-dimethylglutamine CC([C@H](N)C(=O)O)(CC(N)=O)C